C1(CC1)COCC(=O)O 2-(CYCLOPROPYLMETHOXY)-ACETIC ACID